1,2-Dimethylimidazol CN1C(=NC=C1)C